O=C1NC(CCC1C=1C2=C(SC1)C=CC(=C2)C#CCNC(C2=NC=C(C=C2)C=2N=CC1=C(C=CC=C1C2)C2=CC1=C(N(C(N1C)=O)C)C(=C2)C(C)C)=O)=O N-(3-(3-(2,6-dioxo-piperidin-3-yl)benzo[b]thiophen-5-yl)prop-2-yn-1-yl)-5-(8-(7-isopropyl-1,3-dimethyl-2-oxo-2,3-dihydro-1H-benzo[d]imidazol-5-yl)isoquinolin-3-yl)picolinamide